C(C)(C)(C)N1N=C(C(=C1)F)C(=O)NCC1=C(C=C(C=C1)C1=NC=NC(=N1)NC1=NN(C=C1)C)C 1-(tert-butyl)-4-fluoro-N-(2-methyl-4-(4-((1-methyl-1H-pyrazol-3-yl)amino)-1,3,5-triazin-2-yl)benzyl)-1H-pyrazole-3-carboxamide